ClC=1C(=C2C=NNC2=C(C1F)C1COCCC1)C=1N=CC=2N(C1)C=C(N2)NC(=O)[C@H]2[C@H](C2)F (1S,2S)-N-(6-(5-chloro-6-fluoro-7-(tetrahydro-2H-pyran-3-yl)-1H-indazol-4-yl)imidazo[1,2-a]pyrazin-2-yl)-2-fluorocyclopropane-1-carboxamide